COC=1C=C(C=C(C1)C1=NN(C=N1)C)NC(=O)C=1C=NN2C1N=C(C=C2)NC2=CC(=CC=C2)C2CCN(CC2)C N-(3-methoxy-5-(1-methyl-1H-1,2,4-triazol-3-yl)phenyl)-5-((3-(1-methylpiperidin-4-yl)phenyl)amino)pyrazolo[1,5-a]pyrimidine-3-carboxamide